FC1(CC1)C(=C)N[C@H](C(=O)N1[C@@H](C[C@H](C1)O)C(=O)NCC1=C(C=C(C=C1)C1=C(N=CS1)C)O)C(C)(C)C (2S,4R)-1-((S)-2-((1-(1-fluorocyclopropyl)vinyl)amino)-3,3-dimethylbutanoyl)-4-hydroxy-N-(2-hydroxy-4-(4-methylthiazol-5-yl)benzyl)pyrrolidine-2-carboxamide